(5'S,7a'R)-5'-(3,5-difluorophenyl)-1-(2-fluoro-5-methoxy-benzene-1-carbonyl)-tetrahydro-3'H-spiro-[piperidine-4,2'-pyrrolo[2,1-b][1,3]-oxazol]-3'-one FC=1C=C(C=C(C1)F)[C@@H]1CC[C@H]2OC3(C(N21)=O)CCN(CC3)C(=O)C3=C(C=CC(=C3)OC)F